tert-butyl 3-[(4-chloro-2-fluoro-phenyl)methoxy]pyrazole-1-carboxylate ClC1=CC(=C(C=C1)COC1=NN(C=C1)C(=O)OC(C)(C)C)F